4-(8-Amino-3-((S)-1-but-2-ynoylpiperidin-2-yl)imidazo[1,5-a]pyrazin-1-yl)-3-methyl-N-(pyridin-2-yl)benzamide NC=1C=2N(C=CN1)C(=NC2C2=C(C=C(C(=O)NC1=NC=CC=C1)C=C2)C)[C@H]2N(CCCC2)C(C#CC)=O